N-(tert-butoxycarbonyl)-N,β,β-trimethyl-L-phenylalanine C(C)(C)(C)OC(=O)N([C@@H](C(C1=CC=CC=C1)(C)C)C(=O)O)C